N7-(1,1-dioxothietan-3-yl)-2-(methoxymethyl)pyrazolo[1,5-a]pyrimidine-3,7-dicarboxamide O=S1(CC(C1)NC(=O)C1=CC=NC=2N1N=C(C2C(=O)N)COC)=O